C1(=CC=CC=C1)S(=O)(=O)O.COC=1C=C(C=C(C1C)C)NC1=NC=C(C(=N1)NC=1C=CC2=C(NC(O2)=O)C1)C 5-(2-(3-methoxy-4,5-dimethylphenylamino)-5-methylpyrimidin-4-ylamino)benzo[d]oxazol-2(3H)-one benzenesulfonic acid salt